ClC=1NC(C=CC1C(=O)OC)=C=O Methyl 2-chloro-6-carbonyl-1,6-dihydropyridine-3-carboxylate